C[C@H]1[C@@H](C2=NC=CC=C2OC2=C1C=CC=C2)CN |o1:1,2| ((10S*,11R*)-10-methyl-10,11-dihydrobenzo[6,7]oxepino[3,2-b]pyridin-11-yl)methanamine